COC(=O)C1=CC(=C2C(=N1)C(=CN2)Cl)CN2C[C@H](CCC2)C (S)-3-chloro-7-((3-methylpiperidin-1-yl)methyl)-1H-pyrrolo[3,2-b]pyridine-5-carboxylic acid methyl ester